F[C@]1(CN(CC[C@H]1OCCO)C1=NC=CC(=N1)NC=1N=CC2=C(C=CC(=C2C1)C(C)C)N1[C@@H]([C@H](C1)CS(=O)(=O)C)C)C 2-{[(3S,4R)-3-fluoro-1-[4-({8-[(2R,3S)-3-(methanesulfonylmeth-yl)-2-methylazetidin-1-yl]-5-(propan-2-yl)isoquinolin-3-yl}amino)pyrimidin-2-yl]-3-methylpiperidin-4-yl]oxy}ethan-1-ol